(R)-N-(2-methyl-4-(N-(1-(piperidin-4-yl)ethyl)sulfamoyl)phenyl)cyclobutane-carboxamide CC1=C(C=CC(=C1)S(N[C@H](C)C1CCNCC1)(=O)=O)NC(=O)C1CCC1